C1(CC1)NC(C1=C(C=C(C=C1OC)C1=CN=C2N1C=CC(=C2)C2(CC2)CO)OC(F)F)=O N-cyclopropyl-2-(difluoromethoxy)-4-[7-[1-(hydroxymethyl)cyclopropyl]imidazo[1,2-a]pyridin-3-yl]-6-methoxy-benzamide